C(#N)/C(/C(=O)NC1=NC=C(C=C1)C(F)(F)F)=C(\C=1C=NOC1C)/O (Z)-2-cyano-3-hydroxy-3-(5-methylisoxazol-4-yl)-N-(5-(trifluoromethyl)pyridin-2-yl)acrylamide